1-(dimethylamino)decane-4,5-diyl dioleate C(CCCCCCC\C=C/CCCCCCCC)(=O)OC(CCCN(C)C)C(CCCCC)OC(CCCCCCC\C=C/CCCCCCCC)=O